tert-butyl (S)-(4-diazo-3-oxobutan-2-yl)carbamate [N+](=[N-])=CC([C@H](C)NC(OC(C)(C)C)=O)=O